(E)-N-((5-(4-(1,4-diazepan-1-carbonyl)phenyl)-7-(trifluoromethyl)benzofuran-2-yl)methyl)-3-(6-aminopyridin-3-yl)acrylamide N1(CCNCCC1)C(=O)C1=CC=C(C=C1)C=1C=C(C2=C(C=C(O2)CNC(\C=C\C=2C=NC(=CC2)N)=O)C1)C(F)(F)F